N-(4-((2-(1,1-difluoroethyl)-6-methylpyrimidin-4-yl)amino)-5-(7-methyl-5,6,7,8-tetrahydro-[1,2,4]triazolo[1,5-a]pyrazin-2-yl)pyridin-2-yl)acetamide FC(C)(F)C1=NC(=CC(=N1)NC1=CC(=NC=C1C1=NN2C(CN(CC2)C)=N1)NC(C)=O)C